Methyl-cyclopentadecenone CC=1C(CCCCCCCCCCCCC1)=O